8-Chloro-6-methyl-quinoline-5-carbonitrile ClC1=CC(=C(C=2C=CC=NC12)C#N)C